NC=1C2=C(N=CN1)N(C=C2C=2C=C(CNS(=O)(=O)C)C=CC2)[C@@H]2C[C@@H](C2)CN2CCOCC2 N-(3-(4-amino-7-(cis-3-(morpholinomethyl)cyclobutyl)-7H-pyrrolo[2,3-d]pyrimidin-5-yl)benzyl)methanesulfonamide